(S)-1-(2-chloroacetyl)-2-carboxypyrrole ClCC(=O)N1C(=CC=C1)C(=O)O